tetrahydro-S-indacene C1CCC2C=C3C=CC=C3C=C12